dimethyl-[2-(1-oxa-8-thia-3-aza-dibenzo[e,h]azulen-2-ylmethoxy)-ethyl]-amine CN(CCOCC1=NC=2C3=C(SC4=C(C2O1)C=CC=C4)C=CC=C3)C